C(C)C(CC=1C=C(C(C(=O)[O-])=CC1)C(=O)[O-])CCC(C)=O 4-mono-(2-ethyl-5-oxo-hexyl)phthalate